3-(4-(2-((1-((1,5-Dimethyl-1H-pyrazol-4-yl)sulfonyl)piperidin-4-yl)amino)-5-(trifluoromethyl)pyrimidin-4-yl)-1H-imidazol-1-yl)-6-methylpicolinonitrile CN1N=CC(=C1C)S(=O)(=O)N1CCC(CC1)NC1=NC=C(C(=N1)C=1N=CN(C1)C=1C(=NC(=CC1)C)C#N)C(F)(F)F